C12C(CC(C=C1)C2)[Si](OC)(OC)OC bicyclo[2.2.1]hept-5-en-2-yltrimethoxysilane